7-(3-(4-fluoropyridin-2-yl)-7,8-dihydro-1,6-naphthyridin-6(5H)-yl)-2-(methoxymethyl)-8-methyl-4H-pyrimido[1,2-b]pyridazin-4-one FC1=CC(=NC=C1)C=1C=NC=2CCN(CC2C1)C=1C(=CC=2N(N1)C(C=C(N2)COC)=O)C